C=1(C(=CC=CC1)CN=C=O)CN=C=O XYLYLENEDIISOCYANATE